6-(6-acetyl-2-(4-(2,4-difluorophenoxy)piperidin-1-yl)-5,6,7,8-tetrahydropyrido[3,4-b]pyrazin-3-yl)pyridin-2(1H)-one C(C)(=O)N1CC2=NC(=C(N=C2CC1)N1CCC(CC1)OC1=C(C=C(C=C1)F)F)C1=CC=CC(N1)=O